1-phenyl-1H-pyrazol-5-ol C1(=CC=CC=C1)N1N=CC=C1O